N12NNNCCCCCCCCC(CCCCC1)CCCCC2 tetraazabicyclo[11.5.5]-tricosane